tert-butyl [3-(dimethylcarbamoyl)-4-fluoro-2-phenylpyrazolo[1,5-a]pyridin-6-yl]carbamate CN(C(=O)C=1C(=NN2C1C(=CC(=C2)NC(OC(C)(C)C)=O)F)C2=CC=CC=C2)C